(2Z)-3-{3-[3,5-bis(trifluoromethyl)phenyl]-1H-1,2,4-triazol-1-yl}-N'-(pyrazin-2-yl)prop-2-enehydrazide FC(C=1C=C(C=C(C1)C(F)(F)F)C1=NN(C=N1)\C=C/C(=O)NNC1=NC=CN=C1)(F)F